N-(methylcarbamoyl)-1-(oxetan-2-ylmethyl)-1H-benzimidazole-6-sulfonamide CNC(=O)NS(=O)(=O)C=1C=CC2=C(N(C=N2)CC2OCC2)C1